N-{3-[(6,7-dichloro-2,3-dihydro-1,4-benzodioxine-2-carbonyl)amino]bicyclo[1.1.1]pentan-1-yl}-5-(trifluoromethoxy)pyridine-2-carboxamide ClC1=CC2=C(OC(CO2)C(=O)NC23CC(C2)(C3)NC(=O)C3=NC=C(C=C3)OC(F)(F)F)C=C1Cl